O=C1NC=CC=C1 2-oxo-pyridin